CNC1CC(CC1)O Rac-3-(methylamino)cyclopentan-1-ol